bismorpholinophosphinic chloride O1CCN(CC1)P(=O)(N1CCOCC1)Cl